COC([C@H](C[C@H]1C(NC(C1)(C)C)=O)NC([C@H](CC1CC1)NC([C@H](CC1=CC=C(C=C1)F)NC(=O)C1=NC=CN=C1)=O)=O)=O (S)-methyl-2-((S)-3-cyclopropyl-2-((S)-3-(4-fluorophenyl)-2-(pyrazine-2-carboxamido)propanamido)propanamido)-3-((R)-5,5-dimethyl-2-oxopyrrolidin-3-yl)propanoate